tert-butyl 5-(4-benzoylaminophenyl)-3,4-dihydropyridine-1(2H)-carboxylate C(C1=CC=CC=C1)(=O)NC1=CC=C(C=C1)C=1CCCN(C1)C(=O)OC(C)(C)C